C(C)C(CNCCNCC(CCCC)CC)CCCC N,N'-bis(2-ethylhexyl)ethane-1,2-diamine